methyl 6-(acetoxymethyl)-4-((4-(10-phenyldec-1-yn-1-yl)phenyl)ethynyl)picolinate C(C)(=O)OCC1=CC(=CC(=N1)C(=O)OC)C#CC1=CC=C(C=C1)C#CCCCCCCCCC1=CC=CC=C1